γ-hydroxy-N-methyl-L-valine OCC([C@H](NC)C(=O)O)C